2,4,6-trifluoro-N,N-diisopropylbenzamidine FC1=C(C(=N)N(C(C)C)C(C)C)C(=CC(=C1)F)F